tert-butyl (1S,2S,5R)-2-((R)-1-((7-chloro-8-fluoro-2-(methylthio)-4-oxo-3,4-dihydropyrido[4,3-d]pyrimidin-5-yl)oxy)ethyl)-3,8-diazabicyclo[3.2.1]octane-8-carboxylate ClC1=C(C=2N=C(NC(C2C(=N1)O[C@H](C)[C@@H]1[C@@H]2CC[C@H](CN1)N2C(=O)OC(C)(C)C)=O)SC)F